CC(CCCC(=O)O)C(C)C 5,6-dimethyl-heptanoic acid